C1(CC1)C#CC1(NC(NC2=CC=C(C=C12)F)=O)C(C)(F)F 4-(cyclopropylethynyl)-4-(1,1-difluoroethyl)-6-fluoro-3,4-dihydroquinazolin-2(1H)-one